1-(tert-butyl) 2-methyl (2S,3S,4R)-3-allyl-4-azidopyrrolidine-1,2-dicarboxylate C(C=C)[C@H]1[C@H](N(C[C@@H]1N=[N+]=[N-])C(=O)OC(C)(C)C)C(=O)OC